BrC=1C(=NC(=NC1)NC1=C(C=C(C(=C1)OC(F)(F)F)N1CCC(CC1)N1CCN(CC1)C)C)NC1=C(C=CC(=C1)F)C(C)(C)O 2-(2-((5-Bromo-2-((2-methyl-4-(4-(4-methylpiperazin-1-yl)piperidin-1-yl)-5-(trifluoroMethoxy)phenyl)amino)pyrimidin-4-yl)amino)-4-fluorophenyl)propan-2-ol